The molecule is a organic heterotetracyclic compound that is a red pigment obtained from the wood of Caesalpinia echinata (Brazil-wood) or Caesalpinia sappan (sappan-wood). It has a role as a plant metabolite, a histological dye, an antineoplastic agent, a biological pigment, an anti-inflammatory agent, an apoptosis inducer, an antioxidant, an antibacterial agent, a NF-kappaB inhibitor and a hepatoprotective agent. It is an organic heterotetracyclic compound, a member of catechols and a tertiary alcohol. C1C2=CC(=C(C=C2[C@H]3[C@@]1(COC4=C3C=CC(=C4)O)O)O)O